2-ethyl-5,11-dioxo-6,12-bis(m-toluyloxy)naphthacene C(C)C1=CC=2C(=C3C(C4=CC=CC=C4C(=C3C(C2C=C1)=O)OC=1C=C(C=CC1)C)=O)OC=1C=C(C=CC1)C